C1(=CC=C(C=C1)[2H])B(O)O (phenyl-4-d)boronic acid